tert-Butyl 3-[3-(trifluoromethoxy)phenyl]pyrrolidine-1-carboxylate FC(OC=1C=C(C=CC1)C1CN(CC1)C(=O)OC(C)(C)C)(F)F